ClC=1C=C(C=CC1Cl)C=1C=C2CCC(C2=CC1)NC(O[C@@H]1CN2CCC1CC2)=O (S)-quinuclidin-3-yl (5-(3,4-dichlorophenyl)-2,3-dihydro-1H-inden-1-yl)carbamate